5-(4-((3-Methyloxetan-3-yl)methoxy)phenyl)-2-oxo-6-(trifluoromethyl)-1,2-dihydropyridine-3-carboxamide CC1(COC1)COC1=CC=C(C=C1)C=1C=C(C(NC1C(F)(F)F)=O)C(=O)N